3-ethynyl-2-methyl-N-(3-(trifluoromethyl)phenyl)benzamide C(#C)C=1C(=C(C(=O)NC2=CC(=CC=C2)C(F)(F)F)C=CC1)C